2-carboxy-5-(4,5-dimethylthiophen-2-yl)pyridine 1-oxide C(=O)(O)C1=[N+](C=C(C=C1)C=1SC(=C(C1)C)C)[O-]